N(=[N+]=[N-])C[C@H]([C@@H](CO[Si](C)(C)C(C)(C)C)OCC1=CC=C(C=C1)OC)F ((2R,3R)-4-Azido-3-Fluoro-2-((4-Methoxybenzyl)Oxy)Butoxy)(Tert-Butyl)Dimethylsilane